C(C)(C)(C)C1=CC=C(C=C1)\N=N\C1=CC=C(C=C1)C(C)(C)C (E)-1,2-bis(4-(tert-butyl)phenyl)diazene